((4r,5s,7r,8r,9s,10r)-10-((2H-tetrazol-5-yl)methoxy)-8-hydroxy-7-(hydroxymethyl)-9-(4-(3,4,5-trifluorophenyl)-1H-1,2,3-triazol-1-yl)-1,6-dioxaspiro[4.5]dec-4-yl)-4-fluoro-1-naphthamide N=1NN=NC1CO[C@@H]1[C@H]([C@H]([C@H](O[C@@]12[C@H](CCO2)C2=C(C1=CC=CC=C1C(=C2)F)C(=O)N)CO)O)N2N=NC(=C2)C2=CC(=C(C(=C2)F)F)F